CC1=C(C=C(C=C1)NC(C1=CC(=NC=C1)C(F)(F)F)=O)C=1C=NC(=C(C1)N1CCOCC1)C#CC1CCN(CC1)C N-(4-methyl-3-(6-((1-methylpiperidin-4-yl)ethynyl)-5-morpholinopyridin-3-yl)phenyl)-2-(trifluoromethyl)-isonicotinamide